sorbitol hexa[3-(3,5-di-tert-butyl-4-hydroxyphenyl) propionate] C(C)(C)(C)C=1C=C(C=C(C1O)C(C)(C)C)CCC(=O)OC[C@H](OC(CCC1=CC(=C(C(=C1)C(C)(C)C)O)C(C)(C)C)=O)[C@@H](OC(CCC1=CC(=C(C(=C1)C(C)(C)C)O)C(C)(C)C)=O)[C@H](OC(CCC1=CC(=C(C(=C1)C(C)(C)C)O)C(C)(C)C)=O)[C@H](OC(CCC1=CC(=C(C(=C1)C(C)(C)C)O)C(C)(C)C)=O)COC(CCC1=CC(=C(C(=C1)C(C)(C)C)O)C(C)(C)C)=O